2'-[(RS)-1,3-dimethylbutyl]-5-fluoro-1,3-dimethylpyrazole-4-carboxanilide C[C@H](CC(C)C)C1=C(NC(=O)C=2C(=NN(C2F)C)C)C=CC=C1 |r|